OCCN1N=CN=C1[C@@H](C)NC(OC(C)(C)C)=O tert-butyl N-[(1R)-1-[2-(2-hydroxyethyl)-1,2,4-Triazol-3-yl]ethyl]carbamate